O1[C@H](CCC1)C=O (R)-tetrahydrofuran-2-yl-methanone